2-isocyano-4-methoxy-1-(3,3,3-trifluoroprop-1-en-2-yl)benzene methyl-3-bromo-4-fluoro-1H-pyrrolo[2,3-b]pyridine-5-carboxylate COC(=O)C=1C(=C2C(=NC1)NC=C2Br)F.[N+](#[C-])C2=C(C=CC(=C2)OC)C(=C)C(F)(F)F